Cl/C(/C(=O)OCCCCCCCC)=C(/C(=O)OCCCCCCCC)\Cl di-n-octyl 2,3-dichloromaleate